(E)-3-(2,3-Dihydro-1,4-benzodioxin-6-yl)-1-(2,4-dihydroxyphenyl)prop-2-en-1-one O1CCOC2=C1C=CC(=C2)/C=C/C(=O)C2=C(C=C(C=C2)O)O